rac-(R)-6-(3-methyl-2-oxopiperidin-1-yl)quinoline-4-carboxylic acid tert-butyl ester C(C)(C)(C)OC(=O)C1=CC=NC2=CC=C(C=C12)N1C([C@@H](CCC1)C)=O |r|